BrC1=CC=C(C(=O)NC=2C(=NC=CC2)NC2=CC=CC=C2)C=C1 4-bromo-N-(2-(phenylamino)pyridin-3-yl)benzamide